7-bromo-2-methyl-5-nitro-indazole BrC1=CC(=CC2=CN(N=C12)C)[N+](=O)[O-]